O=C1N(C(C2=CC=CC=C12)=O)CCCCN1C2=CC(=CC=C2C=2C=CN=C(C)C12)OC N9-(4-(1,3-dioxoisoindolin-2-yl)butyl)harmine